C(C)OC(C(C=1N=C2C=CC=CC2=C2C=CC=CC12)(F)F)=O difluoro-2-(phenanthridin-6-yl)acetic acid ethyl ester